C(#N)C1=CC2=C(CN(CCC2)C2=CC=CC(=N2)N2CCN(CC2)CC2=NC3=C(N2C[C@H]2OCC2)C=C(C=C3)C(=O)O)C=C1 (S)-2-((4-(6-(7-cyano-1,3,4,5-tetrahydro-2H-benzo[c]azepin-2-yl)pyridin-2-yl)piperazin-1-yl)methyl)-1-(oxetan-2-ylmethyl)-1H-benzo[d]imidazole-6-carboxylic acid